Cl[Pd]Cl di-chloropalladium